(S)-(3-(Isobutylamino)pyrrolidin-1-yl)(4-(pyridin-2-ylmethyl)-3,4-dihydroquinoxaline-1(2H)-yl)methanone fumaric acid salt C(\C=C\C(=O)O)(=O)O.C(C(C)C)N[C@@H]1CN(CC1)C(=O)N1CCN(C2=CC=CC=C12)CC1=NC=CC=C1